2,3,5,6-tetrachlorobenzoic acid ClC1=C(C(=O)O)C(=C(C=C1Cl)Cl)Cl